N-{[3,5-difluoro-2-(oxan-4-yloxy)phenyl]methyl}-5-{2-acetamidoimidazo[1,2-b]pyridazin-6-yl}-2-methylpyridine-3-carboxamide FC=1C(=C(C=C(C1)F)CNC(=O)C=1C(=NC=C(C1)C=1C=CC=2N(N1)C=C(N2)NC(C)=O)C)OC2CCOCC2